NC=1C=NN(C1C(C)=O)C=1C=NC=CC1 1-[4-amino-1-(pyridin-3-yl)-1H-pyrazol-5-yl]ethan-1-one